ClC=1C(=C(C=CC1F)NC1=NC=CC2=CC=C(C=C12)NC(CCCN1CCCCC1)=O)F N-(1-((3-chloro-2,4-difluorophenyl)amino)isoquinolin-7-yl)-4-(piperidin-1-yl)butanamide